(+/-)-isopropyl (1S,3S)-3-((2-cyano-6-(1-methyl-5-((((4-nitrophenoxy)carbonyl) oxy)methyl)-1H-pyrazol-4-yl)pyridin-3-yl)oxy)cyclohexane-1-carboxylate C(#N)C1=NC(=CC=C1O[C@@H]1C[C@H](CCC1)C(=O)OC(C)C)C=1C=NN(C1COC(=O)OC1=CC=C(C=C1)[N+](=O)[O-])C |r|